(1-([1,2,4]triazolo[4,3-a]pyrimidin-3-yl)ethyl)-5-(benzyloxy)-2-methylbenzofuran-3-carboxamide N=1N=C(N2C1N=CC=C2)C(C)C2=C(C=CC1=C2C(=C(O1)C)C(=O)N)OCC1=CC=CC=C1